[Fe-4](C#N)(C#N)(C#N)(C#N)(C#N)C#N.[Ni+2].[Ni+2] Nickel (II) ferrocyanide